2-[2-ethoxy-5-(4-ethylpiperazin-1-yl)sulfonylphenyl]-5-methyl-7-propyl-3H-imidazo[5,1-f][1,2,4]triazin-4-one C(C)OC1=C(C=C(C=C1)S(=O)(=O)N1CCN(CC1)CC)C1=NN2C(C(N1)=O)=C(N=C2CCC)C